COC=1C=2N(C=CN1)C=CN2 8-methoxyimidazo[1,2-a]pyrazin